O[C@H]1C[C@H](CC1)NC1=NC=2N(C(N(C(C2N1C)=O)CC=1N(C2=CC=C(C=C2C1)OC)C)=O)C |r| (±)-8-((cis)-3-hydroxycyclopentylamino)-1-((5-methoxy-1-methyl-1H-indol-2-yl)methyl)-3,7-dimethyl-1H-purine-2,6(3H,7H)-dione